(R)-(-)-diaminopropane NC(C)(C)N